BrC1=NN(C=C1)C1C(N(CC1)C)=O 3-(3-bromopyrazol-1-yl)-1-methyl-pyrrolidin-2-one